ClC=1C=C2CCN(CC2=CN1)C(=O)C1CCC1 (6-chloro-3,4-dihydro-2,7-naphthyridin-2(1H)-yl)(cyclobutyl)methanone